4-Chloro-3-([1-[4-(2-cyclopropoxyphenyl)pyridin-3-yl]cyclopropoxy]methyl)benzene ClC1=C(C=CC=C1)COC1(CC1)C=1C=NC=CC1C1=C(C=CC=C1)OC1CC1